2-((2-(2-methoxy-7-methylquinoxalin-5-yl)-7-methylthiazolo[5,4-b]pyridin-5-yl)oxy)ethanol COC1=NC2=CC(=CC(=C2N=C1)C=1SC2=NC(=CC(=C2N1)C)OCCO)C